C(C)SCCSCCN1CCOCC1 4-[2-(2-ethylsulfanylethylsulfanyl)ethyl]morpholine